CC=1C(=CC2=C(N(C(N2)=O)[C@H]2CN(CCC2)CC2COCC2)C1)C=1C=C(C=2N(C1)N=CN2)C 6-methyl-5-(8-methyl-[1,2,4]triazolo[1,5-a]pyridin-6-yl)-1-((3R)-1-((tetrahydrofuran-3-yl)methyl)piperidin-3-yl)-1,3-dihydro-2H-benzo[d]imidazol-2-one